FC1=CC=C(C=C1C)C1=C(C=CC=C1C)C 4-fluoro-2',5,6'-Trimethyl-[1,1'-biphenyl]